5-CHLORO-1H-PYRROLO[2,3-B]PYRIDINE-6-CARBALDEHYDE ClC=1C=C2C(=NC1C=O)NC=C2